2-(2-methylpyrimidin-4-yl)-[1,3]oxazolo[5,4-b]pyridin-6-ol CC1=NC=CC(=N1)C=1OC2=NC=C(C=C2N1)O